C(C)(=O)OI(C1=C(C=C(C=C1C(C)C)C(C)C)C(C)C)OC(C)=O 2-(diacetoxyiodo)-1,3,5-triisopropylbenzene